BrC=1C(=C(C(=O)NC2=CC=C3C=NN(C3=C2)C=2C=NN(C2)C)C(=CC1)C)F 3-Bromo-2-fluoro-6-methyl-N-(1-(1-methyl-1H-pyrazol-4-yl)-1H-indazol-6-yl)benzamide